1-isopropyl-5-(1,4-dioxaspiro[4.5]decan-8-yl)-3-(trifluoromethyl)-1H-pyrazole C(C)(C)N1N=C(C=C1C1CCC2(OCCO2)CC1)C(F)(F)F